(3aR,3bS,4aS,5R,5aS)-5-(5-chloro-7-((2-hydroxyethyl)amino)-3H-imidazo[4,5-b]pyridin-3-yl)-N,2,2-trimethyltetrahydrocyclopropa[3,4]cyclopenta[1,2-d][1,3]dioxole-3b(3aH)-carboxamide ClC1=CC(=C2C(=N1)N(C=N2)[C@@H]2[C@@H]1[C@]([C@@H]3[C@H]2OC(O3)(C)C)(C1)C(=O)NC)NCCO